1-sulfooxy-3-methylcholanthrene S(=O)(=O)(O)OC1CC2=C(C=CC3=CC=4C5=CC=CC=C5C=CC4C1=C23)C